1-(3-(1-(2-(2,6-dioxopiperidin-3-yl)-1,3-dioxoisoindolin-4-yl)piperidin-4-yl)propanoyl)-N-(2-(((S)-2-methylpyrrolidin-1-yl)methyl)-1H-benzo[d]imidazol-5-yl)piperidine-4-carboxamide O=C1NC(CCC1N1C(C2=CC=CC(=C2C1=O)N1CCC(CC1)CCC(=O)N1CCC(CC1)C(=O)NC1=CC2=C(NC(=N2)CN2[C@H](CCC2)C)C=C1)=O)=O